1,4-dibromo-2,5-bis(2-(2-methoxyethoxy)ethoxy)benzene BrC1=C(C=C(C(=C1)OCCOCCOC)Br)OCCOCCOC